N[C@@H](C(=O)N[C@H](C(=O)O)CC1=CC(=C(C=C1)OC(C)=O)OC(C)=O)CC1=CC=CC=C1 (2S)-2-[[(2R)-2-amino-3-phenylpropanoyl]amino]-3-(3,4-diacetyloxyphenyl)propanoic acid